C(CC)S(=O)(=O)[O-].C(C)(=O)O.[Na+] sodium acetate propanesulfonate